2-hydroxy-N-isopropylideneaniline OC1=C(N=C(C)C)C=CC=C1